[OH-].C(CC)[N+](CC(CCl)O)(CCC)CCC tripropyl-2-hydroxy-3-chloropropylammonium hydroxide